hydroxy-3,4-dimethyl-2-(tetrahydro-2H-pyran-2-yl)-2,4-dihydro-5H-pyrazolo[4,3-b]pyridin-5-one OC1=CC=2C(N(C1=O)C)=C(N(N2)C2OCCCC2)C